2-[(2-1H-Indol-3-yl-acetyl)-methyl-amino]-N-(4-isopropyl-phenyl)-2-phenyl-acetamide N1C=C(C2=CC=CC=C12)CC(=O)N(C(C(=O)NC1=CC=C(C=C1)C(C)C)C1=CC=CC=C1)C